6-(4-chlorophenyl)-3-((1r,4r)-4-hydroxycyclohexyl)-8-(pyridin-3-yl)pyrido[3,4-d]pyrimidin-4(3H)-one ClC1=CC=C(C=C1)C1=CC2=C(N=CN(C2=O)C2CCC(CC2)O)C(=N1)C=1C=NC=CC1